COC(C1=C(C(=CC(=C1)Br)OC)CBr)=O 5-bromo-2-(bromomethyl)-3-methoxybenzoic acid methyl ester